4-[[4-benzyl-5-(pyrrolidin-1-ylmethyl)-1,2,4-triazol-3-yl]sulfanyl]-3,5-difluoro-benzenecarbohydroxamic acid C(C1=CC=CC=C1)N1C(=NN=C1CN1CCCC1)SC1=C(C=C(C=C1F)C(=O)NO)F